(E)-2-methyl-N-((2-(trifluoromethoxy)pyridin-4-yl)methylene)propane-2-sulfinamide CC(C)(C)S(=O)/N=C/C1=CC(=NC=C1)OC(F)(F)F